ClC1=CC=C(C(=N1)C)NS(=O)(=O)C1=CNC(=C1)C1=CC=CC=C1 N-(6-chloro-2-methyl-3-pyridyl)-5-phenyl-1H-pyrrole-3-sulfonamide